ferrocenyl-oximinoethylidenediphosphonic acid [C-]1(C=CC=C1)C(C(P(O)(O)=O)P(O)(O)=O)=NO.[CH-]1C=CC=C1.[Fe+2]